(3-{4-[6-(cyclopropylethynyl)pyridin-3-yl]-6-oxo-1,6-dihydropyrimidin-2-yl}-4-(trifluoromethyl)benzyl)isobutyramide C1(CC1)C#CC1=CC=C(C=N1)C=1N=C(NC(C1)=O)C=1C=C(CC(C(=O)N)(C)C)C=CC1C(F)(F)F